3-bromo-2,2'-bipyridine BrC=1C(=NC=CC1)C1=NC=CC=C1